CC(C(C(=O)O)=C=O)(C)C 3,3-dimethyl-2-carbonylbutyric acid